C(C)(C)C=1C(=NNC1C=1C=C(C=2N(C1)N=CN2)OC)C=2SC(=C(N2)C)N2CCC(CC2)NC(CN2CCOCC2)=O N-(1-(2-(4-isopropyl-5-(8-methoxy-[1,2,4]triazolo[1,5-a]pyridin-6-yl)-1H-pyrazol-3-yl)-4-methylthiazol-5-yl)piperidin-4-yl)-2-morpholinoacetamide